N-[2-[[4-[1-Methyl-4-(4-pyridinyl)pyrazol-3-yl]phenoxy]Methyl]-4-quinolinyl]-1,1-diphenyl-methanimine CN1N=C(C(=C1)C1=CC=NC=C1)C1=CC=C(OCC2=NC3=CC=CC=C3C(=C2)N=C(C2=CC=CC=C2)C2=CC=CC=C2)C=C1